C(C)(C)(C)OC(NC[C@H](C)C1=CC(=CC=C1)NC1=NC(=C(N=C1C(N)=O)CC)C(=C)C)=O (R)-(2-(3-((3-carbamoyl-5-ethyl-6-(prop-1-en-2-yl)pyrazin-2-yl)amino)phenyl)propyl)carbamic acid tert-butyl ester